NC=1C=CC(=C(C1)P(O)(O)=O)NS(=O)(=O)C1=CC=C(C=C1)CCCC (5-amino-2-(4-butylphenyl-sulfonamido)phenyl)phosphonic acid